Methyl (S,E)-2-(1-(5-((tetrahydrofuran-3-yl)oxy)pyridin-2-yl)ethylidene)-hydrazine-1-carbodithioate O1C[C@H](CC1)OC=1C=CC(=NC1)\C(\C)=N\NC(=S)SC